methyl 2-[2-(2-{5'-fluoro-3-isopropyl-1'-methyl-[4,6'-biindazol]-1-yl}acetamido) acetamido]acetate FC=1C=C2C=NN(C2=CC1C=1C=2C(=NN(C2C=CC1)CC(=O)NCC(=O)NCC(=O)OC)C(C)C)C